ClC1=C(C=CC=C1)N1C(N=C(C2=C1N=C(C=C2)C(F)(F)F)NC2=CC=NC=C2)=O 1-(2-Chlorophenyl)-4-(pyridin-4-ylamino)-7-(trifluoromethyl)pyrido[2,3-d]pyrimidin-2(1H)-one